C1NCCC2=CC(=CC=C12)C1=CN(C2=NC=C(C=C21)C2=CC=C(CN1CC(CCC1)CO)C=C2)S(=O)(=O)C2=CC=C(C)C=C2 (1-(4-(3-(1,2,3,4-tetrahydroisoquinolin-6-yl)-1-tosyl-1H-pyrrolo[2,3-b]pyridin-5-yl)benzyl)piperidin-3-yl)methanol